2-thiocyanatopropan-1-one S(C#N)C(C=O)C